C1(C2N(C(CN1)=O)CCC2)=O hexahydropyrrolo[1,2-a]pyrazine-1,4-dione